3-phenyl-N-(3-(trifluoromethyl)phenyl)-propanamide C1(=CC=CC=C1)CCC(=O)NC1=CC(=CC=C1)C(F)(F)F